CN1N=CC(=C1)C=1N=C(C=2N(C1)N=CC2)OC2CCN(CC2)C(C#C)=O 1-[4-[6-(1-methylpyrazol-4-yl)pyrazolo[1,5-a]pyrazin-4-yl]oxy-1-piperidyl]prop-2-yn-1-one